6-ethoxy-4-(6-(4-((6-methylpyridazin-3-yl)oxy)piperidin-1-yl)pyridin-3-yl)pyrazolo[1,5-a]pyridine-3-carbonitrile C(C)OC=1C=C(C=2N(C1)N=CC2C#N)C=2C=NC(=CC2)N2CCC(CC2)OC=2N=NC(=CC2)C